5,6-dimethyl-N-(2-(methylamino)ethyl)-6H-pyrido[4,3-b]carbazole-9-carboxamide CC1=C2C(=CC=3C=4C=C(C=CC4N(C13)C)C(=O)NCCNC)C=NC=C2